C(=O)C=1N=C(SC1)C1CCN(CC1)C(CN1N=C(C=C1C)C(F)(F)F)=O 4-(4-formyl-2-thiazolyl)-1-[2-[5-methyl-3-(trifluoromethyl)-1H-pyrazol-1-yl]acetyl]piperidine